ClC1=C(C=CC=C1)CC(=O)NC1=CC(=C(C=C1)N1N=C(N=C1)C)S(N)(=O)=O 2-(2-Chlorophenyl)-N-[4-(3-methyl-1H-1,2,4-triazol-1-yl)-3-sulfamoylphenyl]acetamide